NC=1C=2N(C3=CC(=C(C=C3N1)F)C(=O)N(C)[C@@H]1COC3=C1C=CC(=C3)C=3C(OCC3)(C)C)C=NC2 (S)-4-amino-N-(6-(2,2-dimethyl-2,5-dihydrofuran-3-yl)-2,3-dihydrobenzofuran-3-yl)-7-fluoro-N-methylimidazo[1,5-a]quinoxaline-8-carboxamide